para-cresyl phenyl ether C1(=CC=CC=C1)OC1=CC=C(C=C1)C